(3S,4R)-4-((4-methoxy-5-(quinoxalin-6-yl)pyrrolo[2,1-f][1,2,4]triazin-2-yl)amino)tetrahydrofuran-3-ol COC1=NC(=NN2C1=C(C=C2)C=2C=C1N=CC=NC1=CC2)N[C@H]2[C@@H](COC2)O